5-bromo-2,9a-diazabenzo[cd]azulen-1(2H)-one BrC=1C=CC=2NC(N3C=CC=CC1C23)=O